CC=1N=C2N(C=CC=3[C@H]([C@@H]([C@H](NC23)C2=CC=CC=C2)O)OCC)C1C (7R,8R,9R)-2,3-Dimethyl-7-ethoxy-8-hydroxy-9-phenyl-7,8,9,10-tetrahydro-imidazo[1,2-h][1,7]naphthyridine